C(C1=CC=CC=C1)(C1=CC=CC=C1)N1[C@H]([C@H](C1)OC=1C(=CC(=NC1)C)C1=CC=2N(C=C1)N=C(C2)NC(=O)C2CC2)C N-(5-(5-(((cis)-1-benzhydryl-2-methylazetidin-3-yl)oxy)-2-methylpyridin-4-yl)pyrazolo[1,5-a]pyridin-2-yl)cyclopropanecarboxamide